FC=1C(=NC(=NC1)NN)N1CCOCC1 (5-Fluoro-4-morpholin-4-ylpyrimidin-2-yl)-hydrazine